(E)-7-(2-cyanophenyl)benzothiazol-2-ylpyrrolidine-1,2-dicarboxamide C(#N)C1=C(C=CC=C1)C1=CC=CC=2N=C(SC21)C2(N(CCC2)C(=O)N)C(=O)N